IC=1C=C(C=NC1OCCOCC=1N(N=CC1C=1C=C2C(=NN(C2=CC1)C1OCCCC1)C=C)C)C(=O)O 5-iodo-6-[2-[[2-methyl-4-(1-tetrahydropyran-2-yl-3-vinyl-indazol-5-yl)pyrazol-3-yl]methoxy]ethoxy]pyridine-3-carboxylic acid